FCC12CC(CC(CC1)(O2)CF)C2=CC(=C(C=C2)NC(=O)C=2N(C=C(N2)C#N)COCC[Si](C)(C)C)C2=CCC(CC2)(C)C N-[4-[1,5-bis(fluoromethyl)-8-oxabicyclo[3.2.1]octan-3-yl]-2-(4,4-dimethylcyclohexen-1-yl)phenyl]-4-cyano-1-(2-trimethylsilylethoxymethyl)imidazole-2-carboxamide